ethyl 6-(cyclopropylmethyl)-1-(4-methoxybenzyl)-1,6-dihydropyrrolo[2,3-c]pyrazole-5-carboxylate C1(CC1)CN1C(=CC2=C1N(N=C2)CC2=CC=C(C=C2)OC)C(=O)OCC